1-(4-hydroxyphenyl)-3-(4-methylphenyl)-2-propen-1-one OC1=CC=C(C=C1)C(C=CC1=CC=C(C=C1)C)=O